NC(C)C=1C=C(C=C2C(N(C(=NC12)C=1C=NN(C1)C)C)=O)Cl 8-(1-aminoethyl)-6-chloro-3-methyl-2-(1-methyl-1H-pyrazol-4-yl)quinazolin-4(3H)-one